C(C)(C)(C)OC(=O)N1C=CC2=C(C(=CC(=C12)C)OS(=O)(=O)C(F)(F)F)CN1[C@@H](CC2(CCCO2)CC1)C1=CC=C(C=C1)C(=O)OC 4-(((7S)-7-(4-(Methoxycarbonyl)phenyl)-1-oxa-8-azaspiro[4.5]dec-8-yl)methyl)-7-methyl-5-(((trifluoromethyl)sulfonyl)oxy)-1H-indole-1-carboxylic acid tert-butyl ester